N2-methyl-N6,N6-bis((2S,3R,4R,5R)-2,3,4,5,6-pentahydroxyhexyl)-L-lysine CN[C@@H](CCCCN(C[C@@H]([C@H]([C@@H]([C@@H](CO)O)O)O)O)C[C@@H]([C@H]([C@@H]([C@@H](CO)O)O)O)O)C(=O)O